N-hydroxy-4-(3-(2-(((2-(4-methoxyphenyl)cyclopropyl)amino)methyl)-5,6-dihydroimidazo[1,2-a]pyrazin-7(8H)-yl)propyl)benzamide TFA salt OC(=O)C(F)(F)F.ONC(C1=CC=C(C=C1)CCCN1CC=2N(CC1)C=C(N2)CNC2C(C2)C2=CC=C(C=C2)OC)=O